2-hydroxy-3-methacryloxypropyltrimethylammonium chloride [Cl-].OC(C[N+](C)(C)C)COC(C(=C)C)=O